(R)-4-p-methoxyphenyl-2-oxazolidinone COC1=CC=C(C=C1)[C@H]1NC(OC1)=O